C(CCCCCCCCCCCCCCCCC)(=O)C1C(C2=CC=CC=C2CC1)=O 2-Stearoyl-1-tetralone